C(#N)C1=CC=CC(=N1)N1CCN(C2(COC2)C1)C(=O)OC(C)(C)C tert-butyl 8-(6-cyanopyridin-2-yl)-2-oxa-5,8-diazaspiro[3.5]nonane-5-carboxylate